NC1=NC(N(C=C1F)[C@@H]1O[C@]([C@H]([C@@H]1F)OC(C1=CC=CC=C1)(C1=CC=CC=C1)C1=CC=C(C=C1)OC)(CCl)CO[Si](C(C)C)(C(C)C)C(C)C)=O 4-amino-1-((2R,3S,4R,5R)-5-(((triisopropylsilyl)oxy)methyl)-5-(chloromethyl)-3-fluoro-4-((4-methoxyphenyl)diphenylmethoxy)tetrahydrofuran-2-yl)-5-fluoropyrimidin-2(1H)-one